1-(5-(2,4-dioxotetrahydropyrimidin-1(2H)-yl)pyridin-2-yl)-3,3-difluoropiperidine-4-carboxylic acid O=C1N(CCC(N1)=O)C=1C=CC(=NC1)N1CC(C(CC1)C(=O)O)(F)F